COC1=CC=C(C(=O)N)C=C1OC 4,5-dimethoxybenzamide